NC=1C=C(C=C2C=C(N=CC12)NC(=O)[C@H]1[C@@H](C1)C#N)C1=C(C=C(C(=O)NCC(F)(F)F)C=C1)C |r| (±)-4-(8-amino-3-((trans)-2-cyanocyclopropanecarboxamido)isoquinolin-6-yl)-3-methyl-N-(2,2,2-trifluoroethyl)benzamide